C1(=CC=CC=C1)N1CCC(CC1)C1CNC(N1)=O 5-(1-phenylpiperidin-4-yl)imidazolidin-2-one